N-{2-[(3-Methoxyphenyl)(thiophen-3-yl)amino]ethyl}acetamide COC=1C=C(C=CC1)N(CCNC(C)=O)C1=CSC=C1